C(C)[Si](C1=CC=C(C=C1)NC(C(C1=CC=C(C=C1)OC)N(C(=O)C1=CC(=NO1)O)C)=O)(C)C N-(2-((4-(ethyl(dimethyl)silyl)phenyl)amino)-1-(4-methoxyphenyl)-2-oxoethyl)-3-hydroxy-N-methyl-1,2-oxazole-5-carboxamide